C(C)[GeH](CC)CC Tri(ethyl)germanium hydride